5-carbamoyl-6-aminopyrimidine C(N)(=O)C=1C=NC=NC1N